terephthaloyl-dicarbamate C(C1=CC=C(C(=O)NC([O-])=O)C=C1)(=O)NC([O-])=O